4a-(3-Chlorophenyl)octahydro-2H-benzo[b][1,4]oxazine ClC=1C=C(C=CC1)C12C(OCCN1)CCCC2